6-[(2S)-2-aminopropyl]-2-chloro-7-phenyl-N-[(thiophen-2-yl)methyl]thieno[3,2-d]pyrimidin-4-amine hydrochloride Cl.N[C@H](CC1=C(C=2N=C(N=C(C2S1)NCC=1SC=CC1)Cl)C1=CC=CC=C1)C